5-fluoro-2-(2-fluoroethoxy)benzoic acid FC=1C=CC(=C(C(=O)O)C1)OCCF